tert-Butyl 4-deuterio-4-hydroxy-piperidine-1-carboxylate [2H]C1(CCN(CC1)C(=O)OC(C)(C)C)O